N1(CCC2=CC=CC=C12)C(=O)[O-] indoline-1-carboxylate